N-((1H-pyrrolo[3,2-c]pyridin-2-yl)methyl)-2-(5-(isopropylamino)-2-(methylthio)-6-oxopyrimidin-1(6H)-yl)acetamide N1C(=CC=2C=NC=CC21)CNC(CN2C(=NC=C(C2=O)NC(C)C)SC)=O